ethyl tert-butyl succinate C(CCC(=O)OC(C)(C)C)(=O)OCC